benzopyran-6-carboxylic acid O1CC=CC2=C1C=CC(=C2)C(=O)O